3-(2,4-dimethylbenzenesulfonyl)-8-(4-methanesulfonylpiperazin-1-yl)-4H,5H-[1,2,3]triazolo[1,5-a]quinazolin-5-one CC1=C(C=CC(=C1)C)S(=O)(=O)C=1N=NN2C1NC(C1=CC=C(C=C21)N2CCN(CC2)S(=O)(=O)C)=O